1-butyl-4-(3-(triethoxysilyl)propyl)piperazine C(CCC)N1CCN(CC1)CCC[Si](OCC)(OCC)OCC